O1CCC(CC1)CN1N=CN=C1CNC(NCC1=NC=NN1C1=CC=C2C=CC=NC2=C1)=O 3-({1-[(oxan-4-yl)methyl]-1H-1,2,4-triazol-5-yl}methyl)-1-{[1-(quinolin-7-yl)-1H-1,2,4-triazol-5-yl]methyl}urea